FC=1C=C2C=NN(C2=CC1O)C1=C(C=C(C=C1)C1=CC=C(C=C1)O)C 5-Fluoro-1-(4'-hydroxy-3-methyl-[1,1'-biphenyl]-4-yl)-1H-indazol-6-ol